CN1C(N(C2=C1C(=CC=C2)C21CC(C2)(C1)CN1CCNCC1)C1C(NC(CC1)=O)=O)=O 3-[3-Methyl-2-oxo-4-[3-(piperazin-1-ylmethyl)-1-bicyclo[1.1.1]pentyl]benzimidazol-1-yl]piperidine-2,6-dione